Methyl 2-amino-3-(6-phenyl-2,6-diazaspiro[3.3]heptan-2-yl)benzoate NC1=C(C(=O)OC)C=CC=C1N1CC2(C1)CN(C2)C2=CC=CC=C2